methyl (R)-2-(benzyloxy)-4-(N-(4-cyclohexylbenzyl)-1-((perfluorophenyl)sulfonyl)azetidine-2-carboxamido)benzoate C(C1=CC=CC=C1)OC1=C(C(=O)OC)C=CC(=C1)N(C(=O)[C@@H]1N(CC1)S(=O)(=O)C1=C(C(=C(C(=C1F)F)F)F)F)CC1=CC=C(C=C1)C1CCCCC1